O1C(CCCC1)N1N=CC(=C1)C#CC=1N=CSC1C(=O)N 4-((1-(tetrahydro-2H-pyran-2-yl)-1H-pyrazol-4-yl)ethynyl)thiazole-5-carboxamide